6-(5-Methylquinolin-3-yl)-4-oxo-4,5-dihydropyrazolo[1,5-a]pyrazine-2-carboxylic acid hydrochloride Cl.CC1=C2C=C(C=NC2=CC=C1)C=1NC(C=2N(C1)N=C(C2)C(=O)O)=O